The molecule is a hydrate consisting of sodium thiosulfate with 5 mol eq. of water. It has a role as an antidote to cyanide poisoning, a nephroprotective agent and an antifungal drug. It contains a sodium thiosulfate. O.O.O.O.O.[O-]S(=O)(=S)[O-].[Na+].[Na+]